2-(2-fluoro-4-iodophenyl)-4-(trifluoromethyl)-1H-imidazole FC1=C(C=CC(=C1)I)C=1NC=C(N1)C(F)(F)F